2-([1,4]Dioxan-2-ylmethoxy)-9-pyridin-3-ylethynyl-6,7-dihydro-pyrimido[6,1-a]isoquinolin-4-one O1C(COCC1)COC1=NC(N2C(C3=CC=C(C=C3CC2)C#CC=2C=NC=CC2)=C1)=O